NC=1C=C(C=C(C1)C(F)(F)F)[C@@H](C)NC=1C2=C(N=C(N1)Cl)C=NC(=C2)N2CCC(CC2)F (R)-N-(1-(3-amino-5-(trifluoromethyl)phenyl)ethyl)-2-chloro-6-(4-fluoropiperidin-1-yl)pyrido[3,4-d]pyrimidin-4-amine